3-(3-chlorophenyl-2,4,5,6-d4)dibenzo[b,d]thiophene-2,4,6,7,8,9-d6 ClC=1C(=C(C(=C(C1[2H])[2H])[2H])C=1C(=CC2=C(SC3=C2C(=C(C(=C3[2H])[2H])[2H])[2H])C1[2H])[2H])[2H]